C(C)(C)(C)N1N=C(C(=C1NC1=NC(=CC=C1)C#N)C(=O)N)C1=CC=C(C=C1)NS(=O)(=O)C(F)F 1-tert-butyl-5-[(6-cyanopyridin-2-yl)amino]-3-[4-(difluoromethanesulfonamido)phenyl]-1H-pyrazole-4-carboxamide